CO[Si](OC)(OC)OC ortho-silicic acid tetramethyl ester